C(=C)C(C(=O)OC(CCCC)O)C=C pentanediol divinyl-acetate